C(C)O[C@H]1C[C@H](C1)C(=O)O (cis)-3-ethoxycyclobutane-1-carboxylic acid